4-(1-methylpyrazol-4-yl)-1-oxido-quinolin-1-ium CN1N=CC(=C1)C1=CC=[N+](C2=CC=CC=C12)[O-]